COC1CCC(CC1)CC(=O)OCC Ethyl 2-((1r,4r)-4-methoxycyclohexyl)acetate